ClCCC=1SC(=CC1)C1=CC(=CC=C1)C(=O)OCC 2-(2-chloroethyl)-5-(3-ethoxycarbonyl-phenyl)thiophene